ClC1=CC=2N(C=C1)N=CC2C2=CN=C(S2)C(=O)N[C@@H]([C@@H]2COCC2)C2=NC=CC(=C2)NS(=O)(=O)C2CC2 5-{5-chloropyrazolo[1,5-a]pyridin-3-yl}-N-[(S)-(4-cyclopropanesulfonamidopyridin-2-yl)((3R)-oxolan-3-yl)methyl]-1,3-thiazole-2-carboxamide